BrC1=CC=CC(=N1)COC[C@@H]1CN(CC12CN(C2)CC2OCCC2)C(=O)C2=CN=CS2 ((8S)-8-(((6-bromopyridin-2-yl)methoxy)methyl)-2-((tetrahydrofuran-2-yl)methyl)-2,6-diazaspiro[3.4]octan-6-yl)(thiazol-5-yl)methanone